CCCCCCCCCCC(C)C Isotridecan